BrC1=CC=C(C=C1)C=1N=C(SC1)NC(C1=C(C=C(C=C1)F)NS(=O)(=O)C=1C=NC=CC1)=O N-(4-(4-bromophenyl)thiazol-2-yl)-4-fluoro-2-(pyridine-3-sulfonamido)benzamide